2-((6-(4-isopropyl-5-(8-methyl-[1,2,4]triazolo[1,5-a]pyridin-6-yl)-1H-pyrazol-3-yl)-1,2,3,4-tetrahydronaphthalen-2-yl)(methyl)amino)-N,N-dimethylacetamide C(C)(C)C=1C(=NNC1C=1C=C(C=2N(C1)N=CN2)C)C=2C=C1CCC(CC1=CC2)N(CC(=O)N(C)C)C